6-bromo-2-(2-hydroxypropyl)-2,3-dihydro-1H-isoindol-1-one BrC1=CC=C2CN(C(C2=C1)=O)CC(C)O